2,4-dichlorobenzoyl-amino-cyclopropane ClC1=C(C(=O)C2(CC2)N)C=CC(=C1)Cl